racemic-methyl 2-(methylthio)-7-(tetrahydro-2H-pyran-3-yl)-7H-pyrrolo[2,3-d]pyrimidine-6-carboxylate CSC=1N=CC2=C(N1)N(C(=C2)C(=O)OC)[C@H]2COCCC2 |r|